1-hexylimidazole acetate C(C)(=O)O.C(CCCCC)N1C=NC=C1